C1(=CC(=CC=C1)C1=NC(=NC(=C1)C1=CC=C(C=C1)Cl)C1=CC=CC=C1)C1=CC=CC=C1 4-([1,1'-biphenyl]-3-yl)-6-(4-chlorophenyl)-2-phenylpyrimidine